FC1=C(C=C(C(=C1)C)C1=CC(=NC(=C1)N1[C@@H](COCC1)C)OCCO)NC(=O)N1C[C@H](CC1)C(F)(F)F (3S)-N-[2-fluoro-5-[2-(2-hydroxyethoxy)-6-[(3R)-3-methylmorpholin-4-yl]pyridin-4-yl]-4-methylphenyl]-3-(trifluoromethyl)pyrrolidine-1-carboxamide